COC1=C(C=C(C=N1)C1=CC=C2C(=NNC2=C1)C(=O)NC(C)C)C(NCC1=C(C=CC=C1)OC(F)(F)F)=O 6-[6-methoxy-5-({[2-(trifluoro-methoxy)phenyl]methyl}carbamoyl)pyridin-3-yl]-N-(propan-2-yl)-1H-indazole-3-carboxamide